2-allylthio-1-(tetrahydropyran-4-yl)ethan-1-one C(C=C)SCC(=O)C1CCOCC1